[Si](C)(C)(C(C)(C)C)OC[C@H]1N(C[C@H](C1(F)F)N(CC1=CC=C(C=C1)OC)S(=O)(=O)C1CC1)C(=O)OC(C)(C)C tert-Butyl (2R,4R)-2-({[tert-butyl(dimethyl)silyl]oxy}methyl)-4-{(cyclopropanesulfonyl)[(4-methoxyphenyl)methyl]amino}-3,3-difluoropyrrolidine-1-carboxylate